p-Phenoxybenzyl acrylate C(C=C)(=O)OCC1=CC=C(C=C1)OC1=CC=CC=C1